CN1[C@@H]2CN([C@H](C1)C2)C2=CC=CC(=N2)NC2=CC1=C(C=N2)SC(=N1)N1N=CC=C1 6-[(1S,4S)-5-Methyl-2,5-diazabicyclo[2.2.1]heptan-2-yl]-N-[2-(1H-pyrazol-1-yl)-[1,3]thiazolo[5,4-c]pyridin-6-yl]pyridin-2-amine